C(C)N ethaneamine